rel-(R)-3-methyl-3-(1-methyl-6-nitro-1H-indazol-3-yl)piperidine-2,6-dione C[C@]1(C(NC(CC1)=O)=O)C1=NN(C2=CC(=CC=C12)[N+](=O)[O-])C |o1:1|